ClC1=C(C=CC=C1C(F)(F)F)S(=O)(=O)Cl 2-chloro-3-(trifluoromethyl)benzenesulfonyl chloride